The molecule is an omega-hydroxy-long-chain fatty acid anion that is the conjugate base of 22-hydroxydocosanoic acid, obtained by deprotonation of the carboxy group; major species at pH 7.3. It is a conjugate base of a 22-hydroxydocosanoic acid. C(CCCCCCCCCCC(=O)[O-])CCCCCCCCCCO